7-chloro-2-[1-(1-methylpiperidin-4-yl)ethyl]-1,6-naphthyridine ClC1=NC=C2C=CC(=NC2=C1)C(C)C1CCN(CC1)C